C[C@@H]1CC[C@@]2(CC[C@@]3(C(=C[C@H]([C@H]4[C@]3(CC[C@@H]5[C@@]4(CC[C@@H](C5(C)C)O)C)C)OC)[C@@H]2[C@H]1C)C)C The molecule is a pentacyclic diterpenoid with formula C31H52O2, originally isolated from the root bark of Tripterygium hypoglaucum. It has a role as a plant metabolite. It is a pentacyclic triterpenoid, a secondary alcohol and an ether. It derives from a hydride of an ursane.